C(C)(=O)C1=C(C=C(C=C1)Cl)N1CC(N(CC1)C(C(=O)NC1=CC=C(C(=O)O)C=C1)CC1=CC=CC=C1)=O 4-(2-(4-(2-acetyl-5-chlorophenyl)-2-oxopiperazin-1-yl)-3-phenylpropanamido)benzoic acid